4-Cyclobutyl-1-(3-(pyridin-4-yl)-1H-pyrazol-5-yl)piperidin-2-one C1(CCC1)C1CC(N(CC1)C1=CC(=NN1)C1=CC=NC=C1)=O